ClC=1C=CC=C2C[C@@H]([C@@H](C12)O)NC([O-])=O (1R,2S)-7-Chloro-1-hydroxy-2,3-dihydro-1H-inden-2-yl-carbamat